Cl.N[C@@H](C(=O)OCC)CCC1=CC=CC=C1 ethyl (2R)-2-amino-4-phenylbutyrate hydrochloride